(5-(3-(methoxymethyl)-5-methylisoxazol-4-yl)pyridin-2-yl)ammonia COCC1=NOC(=C1C=1C=CC(=NC1)N)C